C1(CC1)[C@H](C(=O)N1CC2(CC2)[C@@H]([C@@H]1CC=1C(=C(C=CC1)C1=CC=CC=C1)F)NS(=O)(=O)C)O N-((6S,7S)-5-((R)-2-cyclopropyl-2-hydroxyacetyl)-6-((2-fluoro-[1,1'-biphenyl]-3-yl)methyl)-5-azaspiro[2.4]heptan-7-yl)methanesulfonamide